tert-butyl 3-(3-(3-acetoxy-2,2-dimethylpropyl)-2-(2-((S)-1-methoxyethyl)pyridin-3-yl)-1-(2,2,2-trifluoroethyl)-1H-indol-5-yl)pyrrolidine-1-carboxylate C(C)(=O)OCC(CC1=C(N(C2=CC=C(C=C12)C1CN(CC1)C(=O)OC(C)(C)C)CC(F)(F)F)C=1C(=NC=CC1)[C@H](C)OC)(C)C